THIENO[2,3-C]PYRROLE-4-ONE S1C=CC2=C1C=NC2=O